(Di-tert-butylphosphino)-1,1'-binaphthyl C(C)(C)(C)P(C(C)(C)C)C1=C(C2=CC=CC=C2C=C1)C1=CC=CC2=CC=CC=C12